C(C)(C)(C)OC(=O)N1CCC2(CC(N(C2)C2CCCC2)CO)CC1 2-cyclopentyl-3-(hydroxymethyl)-2,8-diazaspiro[4.5]decane-8-carboxylic acid tert-butyl ester